(Z)-3-(1-(4-amino-2-fluorobut-2-en-1-yl)-6-cyano-1H-benzo[d]imidazol-4-yl)-N,N-dimethylbenzenesulfonamide NC\C=C(\CN1C=NC2=C1C=C(C=C2C=2C=C(C=CC2)S(=O)(=O)N(C)C)C#N)/F